rac-tert-butyl 2-{6-bromoimidazo[1,2-a]pyridin-2-yl}-4-methoxypyrrolidine-1-carboxylate BrC=1C=CC=2N(C1)C=C(N2)C2N(CC(C2)OC)C(=O)OC(C)(C)C